1,1-dimethyl-piperidinium methanesulfonate CS(=O)(=O)[O-].C[N+]1(CCCCC1)C